8-bromo-3-(3-fluoro-4-methoxyphenyl)-2-(1-methyl-1H-imidazol-4-yl)-4-oxo-3,4-dihydroquinazoline-6-carbonitrile BrC=1C=C(C=C2C(N(C(=NC12)C=1N=CN(C1)C)C1=CC(=C(C=C1)OC)F)=O)C#N